CC(C)=CCC\C(\C)=C\CC\C(\C)=C\CC\C=C(/C)\CC\C=C(/C)\CCC=C(C)C.[Se] selenium squalene